CC(C)C1(CCCC1)O 1-(prop-2-yl)cyclopentanol